8-methoxyphenanthridine-6(5H)-thione COC=1C=C2C(NC=3C=CC=CC3C2=CC1)=S